BrC=1C=C(C(=CC1)C(F)(F)F)C(=O)O.BrC=1C=CC(=C(C1)C(=O)N1C[C@H](CC1)O)C (S)-(5-bromo-2-methylphenyl)(3-hydroxypyrrolidin-1-yl)methanone p-bromobenzotrifluorideformat